FC=1C(=C(C=O)C(=CC1)O)O 3-Fluoro-2,6-dihydroxybenzaldehyde